((3,5-difluorobenzyl)thio)quinolin FC=1C=C(CSC2=NC3=CC=CC=C3C=C2)C=C(C1)F